5-methoxy-4'-(trifluoromethyl)[1,1'-biphenyl]-2-carboxylic acid COC1=CC=C(C(=C1)C1=CC=C(C=C1)C(F)(F)F)C(=O)O